BrC=1C=C2CCOCC2=C(C1)Br 6,8-dibromoisochroman